(3R)-5-hydroxy-3-methylcyclopentadecan-1-one OC1C[C@H](CC(CCCCCCCCCC1)=O)C